9,10-di(4-ethylphenoxy)anthracene C(C)C1=CC=C(OC=2C3=CC=CC=C3C(=C3C=CC=CC23)OC2=CC=C(C=C2)CC)C=C1